imidazo[4,5-b]Pyridin N1C=NC2=NC=CC=C21